FC1=C2CC3(CCN(CC3)C(=O)OC(C)(C)C)C(C2=CC=C1)=O tert-butyl 4-fluoro-1-oxo-spiro[indane-2,4'-piperidine]-1'-carboxylate